OC=1C=CC(=NC1)C1(CC1)N(C(=O)C1=NNC2=C1CN(CC2)C(=O)OC(C)(C)C)C tert-butyl 3-((1-(5-hydroxypyridin-2-yl)cyclopropyl) (methyl)carbamoyl)-6,7-dihydro-1H-pyrazolo[4,3-c]pyridine-5(4H)-carboxylate